[2-[[4-(dimethylamino)-6-[methoxy(methyl) amino]-1,3,5-triazin-2-yl]oxy]ethyl] carbamate C(N)(OCCOC1=NC(=NC(=N1)N(C)C)N(C)OC)=O